BrC1=CC(=C(C=C1F)NS(=O)(=O)C1=CN(C2=NC(=CC=C21)Cl)CC(C(=O)OC)F)F methyl 3-(3-(N-(4-bromo-2,5-difluorophenyl) sulfamoyl)-6-chloro-1H-pyrrolo[2,3-b]pyridin-1-yl)-2-fluoropropionate